butyl-(2,5-dimethoxy-4-(2-nitrobut-1-en-1-yl)phenyl)sulfane C(CCC)SC1=C(C=C(C(=C1)OC)C=C(CC)[N+](=O)[O-])OC